6-amino-9-[(6-chloro-3-pyridyl)methyl]-2-[(S)-methyl(propyl)phosphoryl]-7H-purin-8-one NC1=C2NC(N(C2=NC(=N1)[P@@](=O)(CCC)C)CC=1C=NC(=CC1)Cl)=O